Amino-N-(4-cyanobicyclo[2.1.1]hexan-1-yl)-6-(5-(1,1-difluoro-2,3-dihydroxypropan-2-yl)-2-methylphenyl)pyrazine-2-carboxamide NC=1C(=NC(=CN1)C1=C(C=CC(=C1)C(C(F)F)(CO)O)C)C(=O)NC12CCC(C1)(C2)C#N